1,3,5-tri(4'-carboxy[1,1'-biphenyl]-4-yl)benzene C(=O)(O)C1=CC=C(C=C1)C1=CC=C(C=C1)C1=CC(=CC(=C1)C1=CC=C(C=C1)C1=CC=C(C=C1)C(=O)O)C1=CC=C(C=C1)C1=CC=C(C=C1)C(=O)O